(3R)-4-amino-7-fluoro-N,3-dimethyl-N-((3S)-6-(1-methyl-1H-pyrazol-4-yl)-2,3-dihydro-1-benzofuran-3-yl)-1,3-dihydrofuro[3,4-c]quinoline-8-carboxamide NC1=NC=2C=C(C(=CC2C2=C1[C@H](OC2)C)C(=O)N([C@@H]2COC1=C2C=CC(=C1)C=1C=NN(C1)C)C)F